1-(pyridine-4-yl)-1,3-butanedione sodium salt [Na].N1=CC=C(C=C1)C(CC(C)=O)=O